Cl.N[C@@H](C(=O)OCC1=CC=CC=C1)CCC(=O)OCC1=CC=CC=C1 (R)-Dibenzyl 2-aminopentanedioate hydrochloride